[C@H]12CC(C[C@H](CC1)N2)OC2=CC=C(N=N2)C2=C(C=C(C=C2)N2N=CC(=C2)N)O 2-(6-(((1R,3S,5S)-8-azabicyclo[3.2.1]octan-3-yl)oxy)pyridazin-3-yl)-5-(4-amino-1H-pyrazol-1-yl)phenol